C(CCCCCC)[N+]1=C(NC=C1)C heptyl-methylimidazolium